FC(C(=O)ON1C(C2=CC=CC=C2C1=O)=O)(C)C 1,3-dioxoisoindolin-2-yl 2-fluoro-2-methylpropanoate